1,1,2,3-tetrafluoroethyl-2,2,3,3-tetrafluoropropyl ether FC(CF)(F)C(C(C(F)(F)F)(F)F)OC(C(C(F)(F)F)(F)F)C(CF)(F)F